4,6-dichloro-5-hydroxy-pyrimidine ClC1=NC=NC(=C1O)Cl